N-(3-(2-(((1r,4r)-4-(dimethylamino)cyclohexyl)amino)quinazolin-6-yl)-4-fluorophenyl)-3-methoxypyrazine-2-sulfonamide CN(C1CCC(CC1)NC1=NC2=CC=C(C=C2C=N1)C=1C=C(C=CC1F)NS(=O)(=O)C1=NC=CN=C1OC)C